2-ethynyl-4-methyl-2-Penten C(#C)C(C)=CC(C)C